O=C1C(OC2=CC=CC=C2C1)=O Ketocoumarine